BrC=1C=C(C=C(C1OC1=CC(=NC=C1)C(F)(F)F)F)COC1=NC(N2C[C@H]3CCCN3C2=C1)=O (6R)-11-[[3-bromo-5-fluoro-4-[[2-(trifluoromethyl)-4-pyridyl]oxy]phenyl]methoxy]-2,8,10-triazatricyclo[6.4.0.02,6]dodeca-1(12),10-dien-9-one